(3S,4S)-1-benzyl-3-ethylpiperidine-4-carbonitrile C(C1=CC=CC=C1)N1C[C@H]([C@H](CC1)C#N)CC